C[C@@H]1O[C@H](CN(C1)CC(=O)NC=1C=C(C(=NC1)C)NC(=O)C=1C=NN2C1SC(=C2)C2=NNC=C2)C N-(5-(2-(trans-2,6-dimethylmorpholino)acetamido)-2-methylpyridin-3-yl)-2-(1H-pyrazol-3-yl)pyrazolo[5,1-b]thiazole-7-carboxamide